(±)-1-acetyl-2-(4-bromopyridin-2-yl)-N-t-butyl-3-methyleneindoline-2-carboxamide C(C)(=O)N1[C@@](C(C2=CC=CC=C12)=C)(C(=O)NC(C)(C)C)C1=NC=CC(=C1)Br |r|